C(=O)C=1C(=NON1)C(=O)NC1=CC=CC=C1 4-formyl-N-phenyl-1,2,5-oxadiazole-3-carboxamide